tert-butyl 9-(7-bromo-8-fluoro-2-((1-methyl-2-oxabicyclo[2.1.1]hexan-4-yl)methoxy)-6-(trifluoromethyl)quinazolin-4-yl)-3-oxa-7,9-diazabicyclo[3.3.1]nonane-7-carboxylate BrC1=C(C=C2C(=NC(=NC2=C1F)OCC12COC(C1)(C2)C)N2C1COCC2CN(C1)C(=O)OC(C)(C)C)C(F)(F)F